C(#N)C(C1=C(C(=C2C(OC3(C2=C1F)C1=C([Si](C2=C3C=CC(=C2)NC(OC(C)(C)C)=O)(C)C)C=C(C=C1)NC(OC(C)(C)C)=O)=O)F)F)(OCOC)C#N di-tert-butyl (6'-(dicyano(methoxymethoxy)methyl)-4',5',7'-trifluoro-5,5-dimethyl-3'-oxo-3'H,5H-spiro[dibenzo[b,e]siline-10,1'-isobenzofuran]-3,7-diyl)dicarbamate